NC=1C=C(C=CC1NCC1=CC=CC=C1)C(C(F)(F)F)(C(F)(F)F)C1=CC(=C(C=C1)NCC1=CC=CC=C1)N 2,2-bis[3-Amino-4-(N-benzylamino)phenyl]Hexafluoropropane